OS(=O)(=O)C1=CC=C(C=C1)CC(=O)[O-] 4-hydroxy-sulfonylphenylacetate